ClC1=C(C=C(OCC(=O)NNC(=O)C23CC(C2)(C3)NC(OC(C)(C)C)=O)C=C1)F tert-butyl (3-(2-(2-(4-chloro-3-fluorophenoxy)acetyl)hydrazine-1-carbonyl)bicyclo[1.1.1]pentan-1-yl)carbamate